6-(2-hydroxy-5-chlorobenzylamino)purine mesylate S(C)(=O)(=O)O.OC1=C(CNC2=C3NC=NC3=NC=N2)C=C(C=C1)Cl